tert-butyl (2r,6s)-4-(4-((4-(2-(4-((1s,3s)-3-(1,3-dioxoisoindolin-2-yl)cyclobutyloxy)phenyl)propan-2-yl)phenoxy)methyl)pyrimidin-2-yl)-2,6-dimethylpiperazin-1-carboxylate O=C1N(C(C2=CC=CC=C12)=O)C1CC(C1)OC1=CC=C(C=C1)C(C)(C)C1=CC=C(OCC2=NC(=NC=C2)N2C[C@H](N([C@H](C2)C)C(=O)OC(C)(C)C)C)C=C1